ClCOC(C(F)(F)F)C(F)(F)F 2-(chloromethoxy)-1,1,1,3,3,3-hexafluoropropane